2-([5-(3,5-Diethoxyphenyl)-1-(1-methyl-1H-indazol-7-yl)-1H-pyrazol-3-yl]-methoxy)-2-methylpropanoic acid C(C)OC=1C=C(C=C(C1)OCC)C1=CC(=NN1C=1C=CC=C2C=NN(C12)C)COC(C(=O)O)(C)C